C(C1=CC=CC=C1)OC1=C(C(=O)OCC2=CC=CC=C2)C=CC(=C1)N(C(C(F)(F)F)=O)CC=1N=NC(=CC1)C1CCCCC1 benzyl 2-(benzyloxy)-4-(N-((6-cyclohexylpyridazin-3-yl)methyl)-2,2,2-trifluoroacetamido)benzoate